6-METHOXY-N-(NAPHTHALEN-2-YL)-2-(TRIFLUOROMETHYL)-1H-IMIDAZO[4,5-B]PYRAZIN-5-AMINE COC1=C(N=C2C(=N1)NC(=N2)C(F)(F)F)NC2=CC1=CC=CC=C1C=C2